FC(C=1C(=C(C=CC1)[C@@H](C)NC1=CC=NC2=C(C(N(C=C12)N1CCOCC1)=O)C=1CCN(CC1)C)F)F (R)-4-((1-(3-(difluoromethyl)-2-fluorophenyl)ethyl)amino)-8-(1-methyl-1,2,3,6-Tetrahydropyridin-4-yl)-6-morpholino-1,6-naphthyridin-7(6H)-one